N-propyl-N-methylazepanium bis(trifluoromethanesulfonyl)imide [N-](S(=O)(=O)C(F)(F)F)S(=O)(=O)C(F)(F)F.C(CC)[N+]1(CCCCCC1)C